[3-(difluoromethyl)azetidin-1-yl]methanone FC(C1CN(C1)C=O)F